C1CC12CN(CC2)C(=O)C=2C=C(C=NC2)C2=CC(=NC=C2)C=2NC(=C(N2)C)C 5-(5-Azaspiro[2.4]hept-5-ylcarbonyl)-2'-(4,5-dimethyl-1H-imidazol-2-yl)-3,4'-bipyridine